4-(2,5-dimethyl-1H-pyrrol-1-yl)-N-(4-methoxyphenyl)-3-nitro-6-(2,2,2-trifluoroethoxy)pyridin-2-amine CC=1N(C(=CC1)C)C1=C(C(=NC(=C1)OCC(F)(F)F)NC1=CC=C(C=C1)OC)[N+](=O)[O-]